Cl.N[C@H](C(=O)OC)CC1=C(C=C(C=C1C)O)C Methyl (S)-2-Amino-3-(4-hydroxy-2,6-dimethylphenyl)propanoate hydrochloride